O=C1N(C(C2=CC=CC=C12)=O)CC#CC=1C=C(C=CC1C(=O)OC)NC1CCN(CC1)C(=O)OC(C)(C)C tert-butyl 4-((3-(3-(1,3-dioxoisoindolin-2-yl)prop-1-yn-1-yl)-4-(methoxycarbonyl)phenyl)amino)piperidine-1-carboxylate